BrC=1C=C(C(=NC1N=S(C1=CC=CC=C1)(=O)CCC(C)C)C)N=CN(C)CC N'-(5-bromo-6-((isopentyl(oxo)(phenyl)-λ6-sulfaneylidene)amino)-2-methylpyridin-3-yl)-N-ethyl-N-methylformimidamide